3-(3-(3-hydroxypyrrolidin-1-yl)-3-oxoprop-1-en-1-yl)-1H-indazol-5-ylpyridin-3-yl-3-methylbutanamide OC1CN(CC1)C(C=CC1=NNC2=CC=C(C=C12)C(C(=O)N)(C(C)C)C=1C=NC=CC1)=O